C[C@@H](C(=O)O)C(CNC(CN1C(C(C2=C(C(=CC(=C12)F)C1CC1)F)(C)C)=O)=O)C (R)-methyl-4-(2-(5-cyclopropyl-4,7-difluoro-3,3-dimethyl-2-oxoindol-1-yl)acetamido)-3-methylbutanoic acid